dimethyl-2-fluorobicyclo[1.1.1]pentane-1,3-dicarboxylic acid CC1C2(C(C1(C2C)C(=O)O)F)C(=O)O